CCCCCCCCCCCCC(=O)O[C@H](COC(=O)CCCCCCC/C=C\CCCCCC)COP(=O)(O)OC[C@H](CO)O 1-(9Z-hexadecenoyl)-2-tridecanoyl-glycero-3-phospho-(1'-sn-glycerol)